4-(4-fluorophenyl)-1-phenylbut-3-yn-2-one FC1=CC=C(C=C1)C#CC(CC1=CC=CC=C1)=O